CN1C=C(C=CC1=O)C1=NC(=NC=C1CCC)NS(=O)(=O)CC N-[4-(1-methyl-6-oxopyridin-3-yl)-5-propylpyrimidin-2-yl]ethanesulfonamide